CN(C=1N=NC(=CC1)C1=CC=C(C=2C=CSC21)C=2C=NNC2)C2CC(NC(C2)(C)C)(C)C N-methyl-6-[4-(1H-pyrazol-4-yl)-1-benzothiophen-7-yl]-N-(2,2,6,6-tetramethylpiperidin-4-yl)pyridazin-3-amine